C(C)(C)N1N=C2CCC(CC2=C1)CCC(=O)NN 3-(2-isopropyl-4,5,6,7-tetrahydro-2H-indazol-5-yl)propanehydrazide